C(C)(C)NC(O[C@H]1C[C@H](CC1)C=1NN=C(C1)NC(CC1=CN=C(S1)C1=C(C(=CC=C1)OCC1=CC=C(C=C1)OC)C1OCCO1)=O)=O (1R,3S)-3-[5-(2-{2-[2-(1,3-dioxolan-2-yl)-3-[(4-methoxyphenyl) methoxy]phenyl]-1,3-thiazol-5-yl}acetamido)-2H-pyrazol-3-yl]cyclopentyl N-isopropyl-carbamate